Cl.FC(C1=CC=C(C=C1)[C@@H]1NCCCC1)(F)F (R)-2-(4-(trifluoromethyl)phenyl)piperidine hydrochloride